CN1CCC(CC1)NC(=O)C=1C=NN2C1C=C(C=C2)C2=CNC=1N=CN=C(C12)N[C@@H]1CC[C@H](CC1)N1CCOCC1 N-(1-methylpiperidin-4-yl)-5-(4-((trans-4-morpholinocyclohexyl)amino)-7H-pyrrolo[2,3-d]pyrimidin-5-yl)pyrazolo[1,5-a]pyridine-3-carboxamide